NC1=NC=NC=2N(C3=CC=C(C=C3C21)C)C(C(=O)O)C 2-(4-amino-6-methyl-9H-pyrimido[4,5-b]indol-9-yl)propanoic acid